ClC=1C=C(OCC(=O)NC23CC(C2)(C3)NC(=O)C=3C=NOC3)C=CC1Cl N-{3-[2-(3,4-dichlorophenoxy)acetamido]bicyclo[1.1.1]pentan-1-yl}-1,2-oxazole-4-carboxamide